6-(1-(2-fluoro-6-methylphenyl)piperidin-4-yl)-8-((3-(trifluoromethyl)pyrazin-2-yl)methyl)pyrido[2,3-d]pyrimidin-7(8H)-one FC1=C(C(=CC=C1)C)N1CCC(CC1)C1=CC2=C(N=CN=C2)N(C1=O)CC1=NC=CN=C1C(F)(F)F